(trans-3-(4-(3-cyclopropylpyridin-2-yl)-3-cyclopropyl-1H-pyrazol-1-yl)cyclobutyl)methylamine C1(CC1)C=1C(=NC=CC1)C=1C(=NN(C1)[C@@H]1C[C@H](C1)CN)C1CC1